(E)-1,1-difluoro-2-methyl-propan-2-ol FC(C(C)(O)C)F